C(CCCCCCCC=CCC=CCCCCC)C(C(=O)O)CCCCCCBr octadec-9,12-diene-1-yl-8-bromooctanoic acid